CN1N=CC=C1N 1-methyl-1H-pyrazole-5-amine